(2R,3S)-2-benzyl-3-(methylthio)azetidine C(C1=CC=CC=C1)[C@H]1NC[C@@H]1SC